OC(CN(CCCCC(=O)OCCN1CCN(CC1)CCSSCCCN(CC(CCCCCCCC)O)CC(CCCCCCCC)O)CC(CCCCCCCC)O)CCCCCCCC 2-(4-(2-((3-(Bis(2-hydroxydecyl)amino)propyl)disulfaneyl)ethyl)piperazin-1-yl)ethyl 5-(bis(2-hydroxydecyl)amino)pentanoate